3-methyl-5-(N-phenethyl-N-(2-(piperazin-1-yl)phenyl)sulfamoyl)benzofuran-2-carboxylic acid ethyl ester C(C)OC(=O)C=1OC2=C(C1C)C=C(C=C2)S(N(C2=C(C=CC=C2)N2CCNCC2)CCC2=CC=CC=C2)(=O)=O